13-Tricosenoic acid C(CCCCCCCCCCCC=CCCCCCCCCC)(=O)O